6-Chloro-4-{4-[(3-dimethylaminopropyl)aminomethyl]phenyl}-1-phenyl-1H-pyrrolo[2,3-b]pyridine oxalate C(C(=O)O)(=O)O.ClC1=CC(=C2C(=N1)N(C=C2)C2=CC=CC=C2)C2=CC=C(C=C2)CNCCCN(C)C